(1S,2S)-ethyl 2-((S)-((E)-2-((tert-butoxy carbonyl)imino)-4,4-diethyl-6-oxotetrahydropyrimidin-1(2H)-yl)(pyridin-3-yl)methyl)cyclopropanecarboxylate C(C)(C)(C)OC(=O)\N=C/1\N(C(CC(N1)(CC)CC)=O)[C@@H]([C@@H]1[C@H](C1)C(=O)OCC)C=1C=NC=CC1